S(=O)(=O)([O-])[O-].[Al+3].[Na+].S(=O)(=O)([O-])[O-] sodium Aluminum Sulfate